The molecule is an organic cation obtained by protonation of the secondary amino function of (S)-orciprenaline. It is an ammonium ion derivative and an organic cation. It is a conjugate acid of a (S)-orciprenaline. It is an enantiomer of a (R)-orciprenaline(1+). CC(C)[NH2+]C[C@H](C1=CC(=CC(=C1)O)O)O